NC=1C=C(C=C(C1)Cl)NC(=O)C=1SC=C(C1)C=1C=NC=CC1 N-(3-amino-5-chlorophenyl)-4-(pyridin-3-yl)thiophene-2-carboxamide